1-[(2-methyl-3-pyridyl)methyl]-1,2,4-triazole-3-carboxylic acid CC1=NC=CC=C1CN1N=C(N=C1)C(=O)O